C1(CC1)CN1N=C2C3=C(CCC2=C1)OC(=C3C)C(=O)O 2-(cyclopropylmethyl)-8-methyl-4,5-dihydro-2H-furo[2,3-g]indazole-7-carboxylic acid